tert-butyl 1-(((tert-butyldimethylsilyl)oxy)methyl)-4-(hydroxymethyl)-7-azabicyclo[2.2.1]heptane-7-carboxylate [Si](C)(C)(C(C)(C)C)OCC12CCC(CC1)(N2C(=O)OC(C)(C)C)CO